1-{4-[7-(difluoromethyl)-6-(1-methylpyrazol-4-yl)-3,4-dihydro-2H-quinolin-1-yl]-6-(piperidin-4-yl)-1,3-dihydroisoindol-2-yl}vinyl ketone FC(C1=C(C=C2CCCN(C2=C1)C1=C2CN(CC2=CC(=C1)C1CCNCC1)C(=C)C(=O)C(=C)N1CC2=CC(=CC(=C2C1)N1CCCC2=CC(=C(C=C12)C(F)F)C=1C=NN(C1)C)C1CCNCC1)C=1C=NN(C1)C)F